(1-pyrrolidinyl)benzylideneaniline N1(CCCC1)C1=C(N=CC2=CC=CC=C2)C=CC=C1